6-(2-(Methylsulfonyl)pyrimidin-5-yl)-N-(prop-2-yn-1-yl)-hex-5-yneamide CS(=O)(=O)C1=NC=C(C=N1)C#CCCCC(=O)NCC#C